ClC1=C2CCNCC2=CC(=C1C(=O)O)Cl 5,7-dichloro-1,2,3,4-tetrahydroisoquinoline-6-carboxylic acid